3,5-bis(benzyloxy)benzyl bromide C(C1=CC=CC=C1)OC=1C=C(CBr)C=C(C1)OCC1=CC=CC=C1